BrC=1C=C2C(=NC1)C1=C(N2[C@H](C2CCOCC2)C2=NC=CC=C2F)C(=NN1C)C(=O)OC methyl (R)-6-bromo-4-((3-fluoropyridin-2-yl) (tetrahydro-2H-pyran-4-yl) methyl)-1-methyl-1,4-dihydropyrazolo[3',4':4,5]pyrrolo[3,2-b]pyridine-3-carboxylate